Pyrrolo(2,3-b)pyridine N1C=CC=2C1=NC=CC2